benzyl 2-[6-[(E)-2-[(t-butoxycarbonylamino)methyl]-3-fluoro-allyloxy]-1-oxo-3,4-dihydroisoquinolin-2-yl]acetate C(C)(C)(C)OC(=O)NC/C(/COC=1C=C2CCN(C(C2=CC1)=O)CC(=O)OCC1=CC=CC=C1)=C\F